8'-Bromo-3'-(oxetan-3-ylmethyl)spiro[cyclopropane-1,1'-pyrrolo[2,3-c]quinolin]-2'(3'H)-one BrC1=CC=2C3=C(C=NC2C=C1)N(C(C31CC1)=O)CC1COC1